5-Bromo-2,3-dihydro-1H-inden-4-amine, hydrochloride salt Cl.BrC1=C(C=2CCCC2C=C1)N